3-hydroxy-3-(2-oxo-2-phenylethyl)-1-(2-phenylethyl)-1,3-dihydro-2H-indol-2-one OC1(C(N(C2=CC=CC=C12)CCC1=CC=CC=C1)=O)CC(C1=CC=CC=C1)=O